2-[[2-[2-oxo-3-(3-oxo-4H-pyrido[3,2-b][1,4]oxazin-6-yl)-1,3-oxazolidin-5-yl]ethylamino]methyl]-2,3-dihydro-1H-indene-4-carbonitrile O=C1OC(CN1C=1C=CC=2OCC(NC2N1)=O)CCNCC1CC=2C=CC=C(C2C1)C#N